3-iodo-1-(1'-methyl-[1,4'-bipiperidin]-4-yl)-1H-pyrazolo[3,4-d]pyrimidin-4-amine IC1=NN(C2=NC=NC(=C21)N)C2CCN(CC2)C2CCN(CC2)C